tert-butyl N-[2-[[2-methyl-6-[(5-phenylthiazol-2-yl)amino]pyrimidin-4-yl]amino]ethyl]carbamate CC1=NC(=CC(=N1)NCCNC(OC(C)(C)C)=O)NC=1SC(=CN1)C1=CC=CC=C1